((7-Bromobenzofuran-5-yl-2,3-d2)methoxy)(tert-butyl)dimethylsilane BrC1=CC(=CC=2C(=C(OC21)[2H])[2H])CO[Si](C)(C)C(C)(C)C